(S)-14-(chloromethyl)-7-ethyl-15-fluoro-7-hydroxy-10,13-dihydro-11H-[1,3]dioxolo[4,5-g]pyrano[3',4':6,7]indolizino[1,2-b]quinoline-8,11(7H)-dione ClCC1=C2C(=NC=3C=C4C(=C(C13)F)OCO4)C4=CC1=C(C(N4C2)=O)COC([C@]1(O)CC)=O